(3-(1',2'-dihydrospiro[cyclopropane-1,3'-pyrrolo[2,3-b]pyridin]-5'-yl)-2-fluorophenyl)(2-(1-methyl-1H-pyrazol-4-yl)pyrrolidin-1-yl)methanone N1CC2(C=3C1=NC=C(C3)C=3C(=C(C=CC3)C(=O)N3C(CCC3)C=3C=NN(C3)C)F)CC2